C(N)(OC1(C(C1)C(C)(C)C)CNC1=CC=C(C=C1)Br)=O tert-butyl(1-(((4-bromophenyl)amino)methyl)cyclopropyl) carbamate